C(C)(C)(C)OC(=O)N[C@H]1[C@H](CCCC1)N1C=C(C=C1)C(=O)O 1-((1S,2R)-2-((t-butoxycarbonyl)amino)cyclohexyl)-1H-pyrrole-3-carboxylic acid